(E)-3-[2-(4-cyanophenyl)-5,7-difluoro-1H-indol-3-yl]-N-[(3S)-2-oxopyrrolidin-3-yl]prop-2-enamide C(#N)C1=CC=C(C=C1)C=1NC2=C(C=C(C=C2C1/C=C/C(=O)N[C@@H]1C(NCC1)=O)F)F